C(C)(C)C1C=C(CC(C1)C)CCC=O 3-(3-isopropyl-5-methyl-cyclohexen-1-yl)propionaldehyde